C(C)C1=C(C=C(C(=C1)O)F)C1=CC=C2C(=NNC2=C1)C1=NC2=C(N1)CN(C2)C(=O)N2CCCCC2 (2-(6-(2-ethyl-5-fluoro-4-hydroxyphenyl)-1H-indazol-3-yl)-4,6-dihydropyrrolo[3,4-d]imidazol-5(1H)-yl)(piperidin-1-yl)methanone